COC(C1=CC(=C(C=C1)C1CC1)S(NC1=C(C=CC(=C1)C(F)(F)F)C=1SC(=CC1)C1CC1)(=O)=O)=O.C(C1CO1)C1=CC=C(C=C1)C1=CC=C(C=C1)CC1CO1 4,4'-diglycidyl-biphenyl methyl-4-cyclopropyl-3-(N-(2-(5-cyclopropylthiophen-2-yl)-5-(trifluoromethyl)phenyl)-sulfamoyl)benzoate